1-formyl-1-methyl-4-(4-methyl-pentyl)-3-cyclohexene C(=O)C1(CC=C(CC1)CCCC(C)C)C